(3R)-1-(7-(8-ethyl-7-fluoro-3-hydroxynaphthalen-1-yl)-6,8-difluoro-2-(((2R,7aS)-2-Fluorotetrahydro-1H-pyrrolizine-7a(5H)-yl)methoxy)quinazolin-4-yl)-3-methylpiperidin-3-ol C(C)C=1C(=CC=C2C=C(C=C(C12)C1=C(C=C2C(=NC(=NC2=C1F)OC[C@]12CCCN2C[C@@H](C1)F)N1C[C@@](CCC1)(O)C)F)O)F